(2S,4r)-1-[(2S)-2-(4-cyclopropyl-triazol-1-yl)-3,3-dimethyl-butyryl]-4-hydroxy-N-[2-[3-(methylcarbamoyl)phenyl]ethyl]pyrrolidine-2-carboxamide C1(CC1)C=1N=NN(C1)[C@H](C(=O)N1[C@@H](C[C@H](C1)O)C(=O)NCCC1=CC(=CC=C1)C(NC)=O)C(C)(C)C